C(C)(C)(C)OC(=O)N1[C@@H]2CN[C@H](C1)C2.CN(C=O)C dimethyl-formamide (1S,4S)-tert-Butyl-2,5-diazabicyclo[2.2.1]heptane-2-carboxylate